OC[C@H](C1=CC=CC=C1)NC1=CC(=NC=C1C1=NC(=NO1)C12CCN(CC1)CC2)NC=2C=CC=1C(N3C(C1C2)CCCCC3)=O 2-((4-(((S)-2-hydroxy-1-phenylethyl)amino)-5-(3-(quinuclidin-4-yl)-1,2,4-oxadiazol-5-yl)pyridin-2-yl)amino)-7,8,9,10,11,11a-hexahydro-5H-azepino[2,1-a]isoindol-5-one